ClC=1C=CC=C2C(C=C(OC12)C1=C(OCCNC(C(=O)O)=O)C=C(C=C1)C(F)(F)F)=O 2-[2-[2-(8-chloro-4-oxo-chromen-2-yl)-5-(trifluoromethyl)phenoxy]ethylamino]-2-oxo-acetic acid